C[C@@]1(C(N(CC1)C1=CC=CC=C1)=O)C1=CC=CC=C1 (S)-3-Methyl-1,3-diphenylpyrrolidin-2-one